4-((4-(tert-butyl)benzyl)oxy)-N-(7-(hydroxyamino)-7-oxoheptyl)quinoline-2-carboxamide C(C)(C)(C)C1=CC=C(COC2=CC(=NC3=CC=CC=C23)C(=O)NCCCCCCC(=O)NO)C=C1